ClC=1C=C(C=C(C1)Cl)N1CCOCC1 4-(3,5-dichlorophenyl)morpholine